(tert-butoxycarbonylmethoxynaphthyl)-diphenylsulfonium trifluoromethanesulfonate FC(S(=O)(=O)[O-])(F)F.C(C)(C)(C)OC(=O)COC1=C(C2=CC=CC=C2C=C1)[S+](C1=CC=CC=C1)C1=CC=CC=C1